(2R,6S)-N-(5-(2-chloro-6-methylpyridin-4-yl)-4-(4-fluorophenyl)pyrimidin-2-yl)-2,6-dimethylmorpholine-4-carboxamide ClC1=NC(=CC(=C1)C=1C(=NC(=NC1)NC(=O)N1C[C@H](O[C@H](C1)C)C)C1=CC=C(C=C1)F)C